Cl.ON=C(C1=NC=C(C=C1O)NC=1OC(=CN1)C1=NC=C(C=C1)C(F)(F)F)N N',3-dihydroxy-5-((5-(5-(trifluoromethyl)pyridin-2-yl)oxazol-2-yl)amino)picolinimidamide hydrogen chloride